3-(5-(2-amino-3-chloropyridin-4-yl)-1H-imidazol-2-yl)-7-(3-chloro-2-fluoro-6-(1H-tetrazol-1-yl)phenyl)-2,3,8,8a-tetrahydroindolizin NC1=NC=CC(=C1Cl)C1=CN=C(N1)C1CCC2CC(=CCN12)C1=C(C(=CC=C1N1N=NN=C1)Cl)F